2,3,4-Trihydroxy-N-(3-(hydroxyamino)-3-oxopropyl)-benzamide OC1=C(C(=O)NCCC(=O)NO)C=CC(=C1O)O